NC1=NC=CC(=N1)C1=CNC2=C(C=CC(=C12)O)Br 2-amino-4-(4-hydroxy-7-bromo-1H-indol-3-yl)pyrimidine